tetrafluoroethene FC(=C(F)F)F